2-(2-(2-fluoro-6-methoxyphenyl) hydrazino)-3-oxoglutarate FC1=C(C(=CC=C1)OC)NNC(C(=O)[O-])C(CC(=O)[O-])=O